(±)-trans-1-benzyl-4-(3-fluorophenyl)pyrrolidine-3-carboxylic acid methyl ester COC(=O)[C@@H]1CN(C[C@H]1C1=CC(=CC=C1)F)CC1=CC=CC=C1 |r|